CN1N=CC(=C1)C1=NN2C(=NC=3C(=CC=CC3C2=N1)S(=O)(=O)C(C)C)NC=1C(N=CC=NC1)=O (6R)-6-{[2-(1-methyl-1H-pyrazol-4-yl)-7-(propane-2-sulfonyl)[1,2,4]triazolo[1,5-c]quinazolin-5-yl]amino}-1,4-diazepin-5-one